1-[2-[3-[1,3-Benzodioxol-5-yl(methyl)carbamoyl]phenyl]-4-chloro-5-(trifluoromethyl)pyrazol-3-yl]azetidin O1COC2=C1C=CC(=C2)N(C(=O)C=2C=C(C=CC2)N2N=C(C(=C2N2CCC2)Cl)C(F)(F)F)C